O1C(NC2=C1C=CC(=C2)C2(NC(=NC=C2C)NC=2C=C1CN(CC1=CC2)C(=O)OC(C)(C)C)N)=O 4-(benzo[d]oxazol-2(3H)-one-5-yl)-N2-(2-tert-butoxycarbonylisoindolin-5-yl)-5-methylpyrimidine-2,4-diamine